OCC1CN(C1)C(C)=O 1-[3-(hydroxymethyl)azetidin-1-yl]ethanone